(R)-2-formylpyrrolidine-1-carboxylic acid tert-butyl ester C(C)(C)(C)OC(=O)N1[C@H](CCC1)C=O